N3-[(1S)-1-[4-({2-chloro-7-[(1S)-1-methoxyethyl]-[1,2,4]triazolo[1,5-a]pyrimidin-6-yl}amino)phenyl]-2,2,2-trifluoroethyl]-N1,N3-dimethylpiperidine-1,3-dicarboxamide ClC1=NN2C(N=CC(=C2[C@H](C)OC)NC2=CC=C(C=C2)[C@@H](C(F)(F)F)N(C(=O)C2CN(CCC2)C(=O)NC)C)=N1